O1C=C(C=C1)C1=CC(=C(C=C1)NC1=CC=NC2=CC(=CC=C12)C)OC N-(4-(furan-3-yl)-2-methoxy-phenyl)-7-methylquinolin-4-amine